8,11,14-eicosatrienoic acid methyl ester COC(CCCCCCC=CCC=CCC=CCCCCC)=O